N1-(5-(imidazo[1,2-b]pyridazin-6-yl)pyrrolo[2,1-f][1,2,4]triazin-2-yl)-N4,N4-dimethylcyclohexane-1,4-diamine N=1C=CN2N=C(C=CC21)C=2C=CN1N=C(N=CC12)NC1CCC(CC1)N(C)C